C(=O)(O)C1CCN(CC1)S(=O)(=O)N1CCC(CC1)C(=O)O bis-(4-carboxypiperidinyl) sulfone